1-((R)-2-hydroxy-2-((3R,5R,8R,9R,10S,13S,14S,17S)-3-hydroxy-3,13-dimethylhexadecahydro-1H-cyclopenta[a]phenanthren-17-yl)propyl)-1H-pyrazole-4-carbonitrile O[C@](CN1N=CC(=C1)C#N)(C)[C@H]1CC[C@H]2[C@@H]3CC[C@@H]4C[C@](CC[C@@H]4[C@H]3CC[C@]12C)(C)O